2-(4-(4-chlorobutyryl)phenyl)-2-methylpropanoic acid ethyl ester C(C)OC(C(C)(C)C1=CC=C(C=C1)C(CCCCl)=O)=O